FC=1C(=NC(=NC1)N[C@H]1[C@@H](COCC1)O)C1=CC=C2C(C=C(N(C2=C1)C(C)C)C1NCCC1)=O 7-(5-fluoro-2-(((3S,4R)-3-hydroxytetrahydro-2H-pyran-4-yl)amino)pyrimidin-4-yl)-1-isopropyl-2-(pyrrolidin-2-yl)quinolin-4(1H)-one